1-allyl-3-allylimidazole chloride salt [Cl-].C(C=C)N1CN(C=C1)CC=C